C(#N)N1[C@H]2[C@@H](C[C@@H]1CC2)NC(C2=CC(=CC=C2)CC2=CC=C(C=C2)F)=O N-((1R,2R,4S)-7-cyano-7-azabicyclo[2.2.1]heptan-2-yl)-3-(4-fluorobenzyl)benzamide